Fluorocycloheptylmorpholine FC1N(CCOC1)C1CCCCCC1